CC(C=O)(C)C1=CC=C(C=C1)C(C)C methyl-4-(1-methylethyl)-phenylpropionaldehyde